[Ni]1CCC(CCCCC1)=O nickelacyclononan-4-one